Cyclohexanecarboxylic acid 1-oxo-1-(4-(3-hydroxypropyl) phenyl)-2-propyl ester O=C(C(C)OC(=O)C1CCCCC1)C1=CC=C(C=C1)CCCO